6,7-dimethoxy-2-methyl-N-[(1R)-1-[4-[2-(methylaminomethyl)phenyl]thiophen-2-yl]ethyl]quinazolin-4-amine COC=1C=C2C(=NC(=NC2=CC1OC)C)N[C@H](C)C=1SC=C(C1)C1=C(C=CC=C1)CNC